ClC=1C=C(C2=C(N1)N(C=C2)CCS(=O)(=O)C)C(=O)OC methyl 6-chloro-1-(2-(methylsulfonyl)ethyl)-1H-pyrrolo[2,3-b]pyridine-4-carboxylate